3-[2-hydroxy-3-(4-isopropylphenylamino)propyl]-1H-1,2,4-triazol-5(4H)-one OC(CC1=NNC(N1)=O)CNC1=CC=C(C=C1)C(C)C